O[C@@H](CN1N=CC(=C1)C1=CC=2N(C=C1)N=CC2C(=O)OC)COC methyl (S)-5-(1-(2-hydroxy-3-methoxypropyl)-1H-pyrazol-4-yl)pyrazolo[1,5-a]pyridine-3-carboxylate